N,N-diethyl-8-methoxy-5-nitroquinoline-3-carboxamide C(C)N(C(=O)C=1C=NC2=C(C=CC(=C2C1)[N+](=O)[O-])OC)CC